4-(2,5-diazabicyclo[2.2.1]heptan-2-yl)-2-(2,6-dioxopiperidin-3-yl)-5-fluoroisoindoline-1,3-dione C12N(CC(NC1)C2)C2=C1C(N(C(C1=CC=C2F)=O)C2C(NC(CC2)=O)=O)=O